N1(CCCC1CO)CO 5-pyrrolidinedimethanol